COC1=CC=C(CNC=2N=C3C(=NC2C(C(C(CC)=O)N2CCN([C@H]4CC[C@H]24)C(=O)OC(C)(C)C)=O)N=C(S3)C)C=C1 tert-butyl (1S,6S)-5-(1-(6-((4-methoxybenzyl)amino)-2-methylthiazolo[4,5-b]pyrazin-5-yl)-1,3-dioxopentan-2-yl)-2,5-diazabicyclo[4.2.0]octane-2-carboxylate